3-(4-methyl-1-oxo-5-(piperidin-2-yl)isoindolin-2-yl)piperidine-2,6-dione CC1=C2CN(C(C2=CC=C1C1NCCCC1)=O)C1C(NC(CC1)=O)=O